8-(2-hydroxy-ethylthio)-2'-O-methyladenosine OCCSC=1N([C@H]2[C@H](OC)[C@H](O)[C@@H](CO)O2)C=2N=CN=C(C2N1)N